phenol compound with maleic anhydride C1(\C=C/C(=O)O1)=O.C1(=CC=CC=C1)O